C(C)(C)[Si](C(C)C)(C(C)C)C#CC1=NC=2C(=NC(=CC2)N2CCOCC2)N1COCC[Si](C)(C)C 4-(2-((triisopropylsilyl)ethynyl)-3-((2-(trimethylsilyl)ethoxy)methyl)-3H-imidazo[4,5-b]pyridin-5-yl)morpholine